COCOC1=C(C=CC=C1)C1=CC2=C(N=N1)N(C(=C2C)C2(CN(CC2)C(=O)OC(C)(C)C)C)COCC[Si](C)(C)C tert-butyl 3-(3-(2-(methoxymethoxy)phenyl)-5-methyl-7-((2-(trimethylsilyl)ethoxy)methyl)-7H-pyrrolo[2,3-c]pyridazin-6-yl)-3-methylpyrrolidine-1-carboxylate